(E)-4-(isoindolin-4-yloxy)-N,N-dimethylbut-2-enamide HCl Cl.C1NCC2=C(C=CC=C12)OC/C=C/C(=O)N(C)C